C1CC(C2=CC=CC=C2C1)C3=NCCN3.[N+](=O)(O)[O-] The molecule is an organic nitrate salt obtained by reaction of equimolar amounts of tetryzoline and nitric acid. It is used as a drug for the temporary relief of discomfort and redness of eyes due to minor eye irritations. It has a role as a vasoconstrictor agent, an ophthalmology drug and a sympathomimetic agent. It contains a tetryzoline(1+).